2-(((R)-1-(3-cyclopropyl-6-fluoro-4-oxo-2-((R)-tetrahydro-2H-pyran-3-yl)-3,4-dihydroquinazolin-8-yl)ethyl)amino)benzoic acid C1(CC1)N1C(=NC2=C(C=C(C=C2C1=O)F)[C@@H](C)NC1=C(C(=O)O)C=CC=C1)[C@@H]1COCCC1